BrC=1C(=C2C(N(C(C2=CC1)=O)CC1=C(C=C(C=C1)Cl)S(=O)(=O)C)(O)C1=CC=C(C=C1)Cl)F bromo-2-(4-chloro-2-(methylsulfonyl)benzyl)-3-(4-chlorophenyl)-4-fluoro-3-hydroxyisoindolin-1-one